C(C)OC(=O)C1=NN(C(=C1CCNC(C(F)F)C1CC1)Cl)CC1=C(C=CC=C1F)F 5-chloro-4-(2-((1-cyclopropyl-2,2-difluoroethyl)amino)ethyl)-1-(2,6-difluorobenzyl)-1H-pyrazole-3-carboxylic acid Ethyl ester